BrC1=CC=2N(C=C1)N=CC2C(C)O 1-[5-bromopyrazolo[1,5-a]pyridin-3-yl]ethan-1-ol